Cl.FC([C@@H]1[C@H](CNC1)C(=O)OC)(F)F methyl (3R,4R)-4-(trifluoromethyl)pyrrolidine-3-carboxylate HCl salt